4-fluorobenzyl 1-(2-((1,3-dihydroxy-2-methylpropan-2-yl)amino)ethyl)-1H-indole-6-carboxylate OCC(CO)(C)NCCN1C=CC2=CC=C(C=C12)C(=O)OCC1=CC=C(C=C1)F